Methyl 7-cyclopropyl-8-(naphthalen-1-ylmethyl)-6-oxo-2-propyl-9-(3-(trifluoromethyl)phenyl)-3,4-dihydro-2H,6H-pyrido[1,2-e][1,2,5]thiadiazine-4-carboxylate 1,1-dioxide C1(CC1)C1=C(C(=C2N(C(CN(S2(=O)=O)CCC)C(=O)OC)C1=O)C1=CC(=CC=C1)C(F)(F)F)CC1=CC=CC2=CC=CC=C12